N-[(3R)-1-methyl-3-piperidinyl]-5-methylsulfanyl-imidazo[1,2-d][1,2,4]triazin-8-amine CN1C[C@@H](CCC1)NC=1C=2N(C(=NN1)SC)C=CN2